tert-Butyl 4-((3-chloro-4-(5-chloro-2-hydroxybenzamido)phenyl)amino)piperidine-1-carboxylate ClC=1C=C(C=CC1NC(C1=C(C=CC(=C1)Cl)O)=O)NC1CCN(CC1)C(=O)OC(C)(C)C